C1=NC=C(C2=CC=CC=C12)N1C(N(CC1C#N)[C@H]1CNCC1)=O 3-(isoquinolin-4-yl)-2-oxo-1-((R)-pyrrolidin-3-yl)imidazoline-4-carbonitrile